N-(5-((9-(3,3-Dimethylbutyl)-2,9-diazaspiro[5.5]undecan-2-yl)sulfonyl)pyridin-2-yl)-N-methylacetamide CC(CCN1CCC2(CCCN(C2)S(=O)(=O)C=2C=CC(=NC2)N(C(C)=O)C)CC1)(C)C